5-(3-methoxy-4-((6-methylpyridin-3-yl)methoxy)phenyl)-4-(2-methoxyethoxy)-N-(4-((4-methylpiperazin-1-yl)methyl)phenyl)-7H-pyrrolo[2,3-d]pyrimidin-2-amine COC=1C=C(C=CC1OCC=1C=NC(=CC1)C)C1=CNC=2N=C(N=C(C21)OCCOC)NC2=CC=C(C=C2)CN2CCN(CC2)C